C(C1=CC=CC=C1)NC(N(C1=NC=C(C=C1)C=1C=NN(C1)C)[C@@H]1CC[C@H](CC1)NC1=NC=C(C(=N1)NC1CCC(CC1)OC(F)F)C#N)=O 3-benzyl-1-(trans-4-((5-cyano-4-((4-(difluoromethoxy)-cyclohexyl)amino)-pyrimidin-2-yl)-amino)cyclohexyl)-1-(5-(1-methyl-1H-pyrazol-4-yl)-pyridin-2-yl)urea